(butoxycarbonyl-benzoyloxy)tributoxytitanium C(CCC)OC(=O)C1=C(C(=O)O[Ti](OCCCC)(OCCCC)OCCCC)C=CC=C1